C(C)(=O)O.S1C(=CC=C1)C1=CC=C(C=C1)C(C(CC1CCCCC1)=NO)=O 1-(4-thiophenylphenyl)-3-cyclohexylpropane-1,2-dione-2-oxime acetate